5-bromo-1-methyl-indole-2-carboxylic acid BrC=1C=C2C=C(N(C2=CC1)C)C(=O)O